(6aR,10aR)-3-hexyl-6,6,9-trimethyl-6a,7,8,10a-tetrahydro-6H-benzo[c]chromen-1-ol C(CCCCC)C=1C=C(C=2[C@H]3[C@H](C(OC2C1)(C)C)CCC(=C3)C)O